11-hexadecenoic acid ethyl ester C(C)OC(CCCCCCCCCC=CCCCC)=O